1-((4-cyanophenyl)sulfonyl)-N-(4,6-dimethylbenzo[d]thiazol-2-yl)piperidine-4-carboxamide C(#N)C1=CC=C(C=C1)S(=O)(=O)N1CCC(CC1)C(=O)NC=1SC2=C(N1)C(=CC(=C2)C)C